ClC=1C(N(N=CC1NC[C@H]1COCCC1)C1CCN(CC1)S(=O)(=O)C1=CC(=C(C=C1)N(C)C)C)=O (S)-4-chloro-2-(1-((4-(dimethylamino)-3-methylphenyl)sulfonyl)piperidin-4-yl)-5-(((tetrahydro-2H-pyran-3-yl)methyl)amino)pyridazin-3(2H)-one